methyl 3-(9-((4-(aminomethyl)-2-methyl-6-(propylcarbamoyl)phenyl)carbamoyl)-4,5-dihydrobenzo[b]thieno[2,3-d]oxepin-8-yl)-6-(propylcarbamoyl)picolinate NCC1=CC(=C(C(=C1)C(NCCC)=O)NC(=O)C1=CC2=C(OCCC3=C2SC=C3)C=C1C=1C(=NC(=CC1)C(NCCC)=O)C(=O)OC)C